9-Acridinecarboxylic acid C1=CC=CC2=NC3=CC=CC=C3C(=C12)C(=O)O